ClC=1C=C(C=CC1)C(CNC(C(=O)OCC)=O)=O ethyl 2-((2-(3-chlorophenyl)-2-oxoethyl)amino)-2-oxoacetate